C(=O)O.C(CCC)(=O)OC Methyl butyrate formate